C(C)(C)(C)OC(=O)N1CC2=NN(C(=C2C1)I)C1=C(C=CC=C1C)C 2-(2,6-dimethylphenyl)-3-iodo-4,6-dihydropyrrolo[3,4-c]Pyrazole-5-carboxylic acid tert-butyl ester